1-(4-(N'-hydroxycarbamimidoyl)phenyl)-1H-pyrazole-4-carboxylic acid ON=C(N)C1=CC=C(C=C1)N1N=CC(=C1)C(=O)O